(S)-2-(1H-Indol-2-carboxamido)-N1-(1-(2-(2-adamantylamino)-2-oxoethyl)-2-oxo-1,2-dihydropyridin-3-yl)-N6-methyl-5-oxohexandiamid N1C(=CC2=CC=CC=C12)C(=O)N[C@H](C(=O)NC=1C(N(C=CC1)CC(=O)NC1C2CC3CC(CC1C3)C2)=O)CCC(C(=O)NC)=O